C1=C(C=CC2=CC=CC=C12)OCCCCCCCC(C(=O)O)=C 7-(naphthalen-2-yloxy)heptyl-acrylic acid